3-(2-difluoromethoxybenzyloxy)-N-(pyridin-3-yl)thiophene-2-carboxamide FC(OC1=C(COC2=C(SC=C2)C(=O)NC=2C=NC=CC2)C=CC=C1)F